4,5-dichloro-2-((2,2-difluorocyclopropyl)methoxy)aniline ClC1=CC(=C(N)C=C1Cl)OCC1C(C1)(F)F